FC=1C=C2C(C(=CN(C2=NC1N1CCOCC1)C1=C(C=C(C=C1F)F)F)C(=O)NC(C)C(C(F)(F)F)(F)F)=O 6-fluoro-7-(morpholin-4-yl)-4-oxo-N-[3,3,4,4,4-pentafluorobutan-2-yl]-1-(2,4,6-trifluorophenyl)-1,4-dihydro-1,8-naphthyridine-3-carboxamide